C(C)OC=1C=C(C=NC1[N+](=O)[O-])C(=O)N(C)C 5-ethoxy-N,N-dimethyl-6-nitropyridine-3-carboxamide